CNC(C1=CC=CC=C1)([2H])[2H] N-methyl-1-phenylmethan-d2-amine